C1(CC1)C(=O)N1CCNCC1 cyclopropyl(piperazin-1-yl)methanone